sulfuric, amide S(N)(O)(=O)=O